5-TERT-BUTYL-2-FURANBORONIC ACID C(C)(C)(C)C1=CC=C(O1)B(O)O